CC=1N=CN(C1)CCCC=1N=C(SC1)N 4-(3-(4-methyl-1H-imidazole-1-yl)propyl)thiazole-2-amine